(S)-3-hydroxy-N-((R)-2-methoxy-1-(3-(trifluoromethoxy)phenyl)ethyl)-4,4-dimethylpentanamide O[C@@H](CC(=O)N[C@@H](COC)C1=CC(=CC=C1)OC(F)(F)F)C(C)(C)C